5-{[1,3-dioxo-2-(2-phenylpyridine-4-carbonyl)-2,3-dihydro-1H-inden-5-yl]sulfonyl}-2-(2-phenylpyridine-4-carbonyl)-2,3-dihydro-1H-indene-1,3-dione O=C1C(C(C2=CC(=CC=C12)S(=O)(=O)C=1C=C2C(C(C(C2=CC1)=O)C(=O)C1=CC(=NC=C1)C1=CC=CC=C1)=O)=O)C(=O)C1=CC(=NC=C1)C1=CC=CC=C1